4-(1-(3-Chloro-2-methylpyridin-4-yl)-1H-imidazol-4-yl)-N-(1-(methylsulfonyl)piperidin-4-yl)-5-(trifluoromethyl)pyrimidin-2-amine ClC=1C(=NC=CC1N1C=NC(=C1)C1=NC(=NC=C1C(F)(F)F)NC1CCN(CC1)S(=O)(=O)C)C